C(C)N1CCC(CC1)CCCCC1CCN(CC1)CC 1-Ethyl-4-[4-(1-ethyl-4-piperidyl)butyl]piperidin